CCCCCCCC(=O)OCCCCC n-amyl octanoate